P(=O)(O)(O)OC(=C)C dihydrogen isopropenyl phosphate